ClCC1=CC=C(C=C1)C#C 1-(Chloromethyl)-4-ethynylbenzene